bromo-5-(isoquinolin-6-yl)thiazole BrC=1SC(=CN1)C=1C=C2C=CN=CC2=CC1